C(#N)[NH2+]C#N.C(CCC)N1C=[N+](C=C1)C 1-n-butyl-3-methylimidazolium dicyanoammonium salt